2-(4-((R)-3-methylmorpholinyl)-2-(1H-pyrrolo[2,3-b]pyridin-4-yl)thieno[3,2-d]pyrimidin-7-yl)-2-(methanesulfonyl)propionitrile C[C@H]1N(CCOC1)C=1C2=C(N=C(N1)C1=C3C(=NC=C1)NC=C3)C(=CS2)C(C#N)(C)S(=O)(=O)C